3-(5-(5-(2,3-Dihydro-1H-inden-4-yl)-6-methoxy-1H-pyrazolo[4,3-b]pyridin-3-yl)pyridin-2-yl)-1'-methyl-[1,3'-bipyrrolidin]-2'-one C1CCC2=C(C=CC=C12)C1=C(C=C2C(=N1)C(=NN2)C=2C=CC(=NC2)C2CN(CC2)C2C(N(CC2)C)=O)OC